COCC(O)(C)C 2-methoxy-1,1-dimethylethanol